diethyl-ammonium maleate C(\C=C/C(=O)[O-])(=O)[O-].C(C)[NH2+]CC.C(C)[NH2+]CC